8-((2-(2,6-dioxopiperidin-3-yl)-1,3-dioxoisoindolin-5-yl)oxy)octanal O=C1NC(CCC1N1C(C2=CC=C(C=C2C1=O)OCCCCCCCC=O)=O)=O